6-methyl-3-cyclohexene-1-formic acid CC1CC=CCC1C(=O)O